C1(=C(C=CC=C1)C1=C(C2=C(OC3=C2C=CC=C3)C=C1)C1=NN=NC(=C1C1=C(C(=CC=3C2=CC=CC=C2CC13)C)C)C1=CC=CC=C1)C1=CC=CC=C1 (biphenylyl)[phenyl-(dimethylfluorenyl)triazinyl]dibenzofuran